((1R,4R)-4-(4-(((R)-1-(3-amino-5-(trifluoromethyl)phenyl)ethyl)amino)-7-methoxy-2-Methylquinazolin-6-yl)cyclohexyl)(4-((piperidin-4-ylmethoxy-d2)methyl)piperidin-1-yl)methanone NC=1C=C(C=C(C1)C(F)(F)F)[C@@H](C)NC1=NC(=NC2=CC(=C(C=C12)C1CCC(CC1)C(=O)N1CCC(CC1)COC([2H])([2H])C1CCNCC1)OC)C